5-chloro-3-cyclopentyl-1,8-dimethyl-imidazo[4,5-g]phthalazin-2-one ClC1=NN=C(C=2C=C3C(=CC12)N(C(N3C)=O)C3CCCC3)C